(S)-tert-Butyl 3-((4-(3-chloropyridazin-4-yl)pyrimidin-2-yl)amino)piperidine-1-carboxylate ClC=1N=NC=CC1C1=NC(=NC=C1)N[C@@H]1CN(CCC1)C(=O)OC(C)(C)C